sodium behenyl phosphate P(=O)(OCCCCCCCCCCCCCCCCCCCCCC)([O-])[O-].[Na+].[Na+]